bis(2-hydroxyethoxy)-6,6'-bis(1-naphthyl)-1,1'-binaphthyl OCCOC=1C(=C(C2=CC=C(C=C2C1)C1=CC=CC2=CC=CC=C12)C1=CC=CC2=CC(=CC=C12)C1=CC=CC2=CC=CC=C12)OCCO